[C].[Ca].[Mg] magnesium-calcium carbon